O=C1NC2=CC=C(C=C2C[C@@]12CN(CC2)C#N)C2=CC=CC=C2 (R)-2'-oxo-6'-phenyl-1',4'-dihydro-2'H-spiro[pyrrolidine-3,3'-quinoline]-1-carbonitrile